3-benzyl-1-(trans-4-((5-cyano-4-(4-methyl-5-oxo-1,4-diazepan-1-yl)pyrimidin-2-yl)amino)cyclohexyl)-1-(5-(1-methyl-1H-pyrazol-4-yl)pyridin-2-yl)urea C(C1=CC=CC=C1)NC(N(C1=NC=C(C=C1)C=1C=NN(C1)C)[C@@H]1CC[C@H](CC1)NC1=NC=C(C(=N1)N1CCN(C(CC1)=O)C)C#N)=O